C(C1=CC=CC=C1)OC[C@H]1N(CCC1)C1=NC(=NC=C1)N[C@@H](C)C1=CC=CC=C1 4-((S)-2-(benzyloxymethyl)pyrrolidin-1-yl)-N-((S)-1-phenylethyl)pyrimidin-2-amine